(R)-N-((S)-1-(4-(3,3-dimethyl-2-oxoindolin-1-yl)piperidin-1-yl)-1-oxo-4-phenylbutan-2-yl)piperidine-3-carboxamide ethanesulfonate C(C)S(=O)(=O)O.CC1(C(N(C2=CC=CC=C12)C1CCN(CC1)C([C@H](CCC1=CC=CC=C1)NC(=O)[C@H]1CNCCC1)=O)=O)C